pyrazine-2,5-dicarboxylic acid dimethyl ester COC(=O)C1=NC=C(N=C1)C(=O)OC